tert-butyl (6-(5-bromothiazol-2-yl)hex-5-yn-1-yl)carbamate BrC1=CN=C(S1)C#CCCCCNC(OC(C)(C)C)=O